(1S,3S)-3-((6-(1-methyl-5-((((pentyloxy)carbonyl)amino)methyl)-1H-1,2,3-triazol-4-yl)pyridin-3-yl)oxy)cyclohexane-1-carboxylic acid CN1N=NC(=C1CNC(=O)OCCCCC)C1=CC=C(C=N1)O[C@@H]1C[C@H](CCC1)C(=O)O